1-pentyl-1H-indazole-3-carboxamide C(CCCC)N1N=C(C2=CC=CC=C12)C(=O)N